FC=1C=NC(=NC1)C1=CC=C(C=C1)NNC(=O)N=N (4-(5-fluoropyrimidin-2-yl)phenyl)carbazone